P(F)(F)OC(COC#CCC)COC#CCC 1,3-bis(1-butynyloxy)-2-propanol difluorophosphite